BrC1=CC=C(C=C1)[C@@H](CCO)NC(OC(C)(C)C)=O Tert-butyl (R)-(1-(4-bromophenyl)-3-hydroxypropyl)carbamate